OCCOCCO[C@@H]1C[C@H](N(C1)C)COC=1N=C(C2=C(N1)CN(CC2)C2=CC=CC1=CC=CC=C21)N2C[C@@H](NCC2)CC#N 2-((S)-4-(2-(((2S,4R)-4-(2-(2-hydroxyethoxy)ethoxy)-1-methylpyrrolidin-2-yl)methoxy)-7-(naphthalen-1-yl)-5,6,7,8-tetrahydropyrido[3,4-d]pyrimidin-4-yl)piperazin-2-yl)acetonitrile